2-((2R,5S)-2-(benzo[d]thiazol-5-yl)-5-methylpiperidin-1-yl)-N-(4-(methylamino)-1H-pyrazolo[4,3-c]pyridin-7-yl)-2-oxoacetamide S1C=NC2=C1C=CC(=C2)[C@@H]2N(C[C@H](CC2)C)C(C(=O)NC=2C1=C(C(=NC2)NC)C=NN1)=O